tert-butyl 2-chloro-4-(3-(2-oxopyrrolidin-1-yl) phenyl)-5,7-dihydro-6H-pyrrolo[3,4-d]pyrimidine-6-carboxylate ClC=1N=C(C2=C(N1)CN(C2)C(=O)OC(C)(C)C)C2=CC(=CC=C2)N2C(CCC2)=O